(R or S)-3,3,3-trifluoro-N-((R)-((S)-7-(1-methyl-1H-pyrazol-4-yl)-2,3-dihydro-1H-pyrido[2,3-b][1,4]oxazin-3-yl)(phenyl)methyl)-2-phenylpropan-1-amine FC([C@@H](CN[C@H](C1=CC=CC=C1)[C@@H]1CNC2=C(O1)N=CC(=C2)C=2C=NN(C2)C)C2=CC=CC=C2)(F)F |o1:2|